C(C)(C)(C)[Zn]C(C)(C)C di-tert-butylzinc